3-(5-(((1R,2S)-2-((cyclopentyl-1-d)amino)cyclohexyl)methyl)-4-fluoro-1-oxoisoindolin-2-yl)piperidine-2,6-dione C1(CCCC1)([2H])N[C@@H]1[C@H](CCCC1)CC=1C(=C2CN(C(C2=CC1)=O)C1C(NC(CC1)=O)=O)F